ClC1=C(C(=CC(=C1)C(F)(F)F)Cl)C=1C=2N(C3=CC=C(C=C3N1)C(=O)O)C=CC2 4-(2,6-dichloro-4-(trifluoromethyl)phenyl)pyrrolo[1,2-a]quinoxaline-7-carboxylic acid